CN1CCC(CC1)C(=O)NC=1SC2=NC(=CC=C2N1)C1=CC=NC=C1 1-methyl-N-(5-(pyridin-4-yl)thiazolo[5,4-b]pyridin-2-yl)piperidine-4-carboxamide